(R)-[(2R,6R)-6-propyl-2-piperidyl](m-hydroxyphenyl)methanol C(CC)[C@@H]1CCC[C@@H](N1)[C@H](O)C1=CC(=CC=C1)O